tert-butyl (S)-4-phenyl-1,2,3-oxathiazine-3-carboxylate 2,2-dioxide C1(=CC=CC=C1)[C@H]1N(S(OC=C1)(=O)=O)C(=O)OC(C)(C)C